C(C)OC(C(C(O)C=1OC=C(C1)C1=CN(C2=CC=CC=C12)C(=O)OC(C)(C)C)(F)F)=O 2,2-difluoro-3-(4-(1-Boc-1H-indol-3-yl)furan-2-yl)-3-hydroxypropionic acid ethyl ester